ClC1=NC=2CC[C@](CC2C(=N1)Cl)(C)C1=CC(=CC=C1)F (S)-2,4-dichloro-6-(3-fluorophenyl)-6-methyl-5,6,7,8-tetrahydroquinazoline